N-cyclohexyl-(aminomethyl)trimethoxy-silane C1(CCCCC1)NC[Si](OC)(OC)OC